(E)-3-(4-(2-(dimethylamino)ethoxy)-3'-ethoxy-4'-(7-oxo-6,7-dihydro-3H-[1,2,3]triazolo[4,5-d]pyrimidin-5-yl)-[1,1'-biphenyl]-3-yl)acrylic acid CN(CCOC1=C(C=C(C=C1)C1=CC(=C(C=C1)C=1NC(C2=C(N1)NN=N2)=O)OCC)/C=C/C(=O)O)C